CC1=C(C=CC(=C1)C)N1SC2=C(C1=O)C=CC=C2 2-(2,4-dimethylphenyl)benzo[d]isothiazol-3(2H)-one